Ethyl 2-(2-cyclopropylhydrazino)-4-(4-fluorophenyl)-3-oxobutanoate C1(CC1)NNC(C(=O)OCC)C(CC1=CC=C(C=C1)F)=O